C(C)(C)(C)[Si](C1=CC=CC=C1)(C1=CC=CC=C1)OCC12CCC(CC1)(C2)\C=C\OC (E)-tert-butyl((4-(2-methoxyvinyl)bicyclo[2.2.1]heptan-1-yl)methoxy)diphenylsilane